C1=CC(=C(C=C1F)OC(F)F)[N+](=O)[O-] 2-(difluoromethoxy)-4-fluoronitrobenzene